(+-)-methyl 2,5-dimethyl-2,3-dihydro-1H-inden-2-carboxylate C[C@]1(CC2=CC=C(C=C2C1)C)C(=O)OC |r|